(2S)-2-aminopentanedioic acid N[C@H](C(=O)O)CCC(=O)O